O=C1CN(CCN1)C1=NC(=NC(=C1)OC=1C=NC=CC1)NC=1SC(=C(N1)C)C(=O)OCC 2-[[4-(3-Oxo-1-piperazinyl)-6-[[3-pyridyl]oxy]-2-pyrimidinyl]amino]-4-methyl-5-thiazolecarboxylic acid, ethyl ester